2-benzyloxy-N-(5-phenoxypyridin-2-yl)pyrazolo[1,5-a]Pyridine-3-carboxamide C(C1=CC=CC=C1)OC1=NN2C(C=CC=C2)=C1C(=O)NC1=NC=C(C=C1)OC1=CC=CC=C1